C(C)(C)(C)OC(=O)N[C@@H](C(=O)OC)CC12CC(C1)(C2)C methyl (2R)-2-(tert-butoxycarbonylamino)-3-(3-methyl-1-bicyclo[1.1.1]pentanyl)propanoate